C(C1=CC=CC=C1)N1CC(CC1)C=1N=NN(C1)[C@H](C(=O)N1C(CC(C1)O)C(=O)NC)C(C)(C)C 1-[(2S)-2-[4-(1-benzyl-pyrrolidin-3-yl)triazol-1-yl]-3,3-dimethyl-butyryl]-4-hydroxy-N-methyl-pyrrolidine-2-carboxamide